6-{8-[(2-cyano-2-methylideneethyl)amino]-7-methoxynaphthalen-2-yl}-N-(2-hydroxyethyl)pyridine-2-carboxamide C(#N)C(CNC=1C(=CC=C2C=CC(=CC12)C1=CC=CC(=N1)C(=O)NCCO)OC)=C